1,1-difluoro-2,2-dichloroethane FC(C(Cl)Cl)F